8-benzoyl-2-(cyclohexylmethyl)-2,8-diazaspiro[4.5]decan-1-one C(C1=CC=CC=C1)(=O)N1CCC2(CCN(C2=O)CC2CCCCC2)CC1